CC1=NOC(=C1C1=CC=C2C=3N([C@H](COC31)C3=NC=CC=C3)C(=N2)N2C[C@@H](CC2)NC(C(F)(F)F)=O)C N-{(3R)-1-[(4S)-7-(3,5-dimethylisoxazol-4-yl)-4-pyridin-2-yl-4,5-dihydroimidazo[1,5,4-de][1,4]benzoxazin-2-yl]pyrrolidin-3-yl}-2,2,2-trifluoroacetamide